5-{3-cyclopropyl-1-ethyl-5h,6h,7h,8h-imidazo[1,5-a]pyrazine-7-carbonyl}-6-methyl-N-(1-methylcyclopropyl)furo[2,3-d]pyrimidin-4-amine C1(CC1)C1=NC(=C2N1CCN(C2)C(=O)C2=C(OC=1N=CN=C(C12)NC1(CC1)C)C)CC